Cl/C=C/C1=NSC(=N1)C(=O)OCC ethyl (E)-3-(2-chloroethenyl)-1,2,4-thiadiazole-5-carboxylate